(S)-4-amino-2-(((benzyloxy)carbonyl)amino)butyric acid NCC[C@@H](C(=O)O)NC(=O)OCC1=CC=CC=C1